ClC1=C(C(=O)N=C=O)C(=CC=C1)Cl 2,6-dichlorobenzoyl isocyanate